7-ethoxy-2-methyl-N-(6-(piperazin-1-yl)pyridazin-3-yl)imidazo[1,2-a]pyrimidine-6-carboxamide formate C(=O)O.C(C)OC1=NC=2N(C=C1C(=O)NC=1N=NC(=CC1)N1CCNCC1)C=C(N2)C